CC(C)CCCCCCC 2-Methylnonan